2-(5-(3-fluorophenyl)-3-hydroxymethylpyridylamino)acetic acid FC=1C=C(C=CC1)C=1C=C(C(=NC1)NCC(=O)O)CO